5-[2-chloro-4-(difluoromethoxy)-3-fluoro-phenyl]-N-[3-chloro-4-[4-(piperidine-4-carbonyl)piperazine-1-carbonyl]phenyl]-1-methyl-imidazole-2-carboxamide ClC1=C(C=CC(=C1F)OC(F)F)C1=CN=C(N1C)C(=O)NC1=CC(=C(C=C1)C(=O)N1CCN(CC1)C(=O)C1CCNCC1)Cl